O=C1C(C(C(C(C1OCCC=CC(=O)[O-])=O)OCCC=CC(=O)[O-])=O)OCCC=CC(=O)[O-] ((2,4,6-trioxocyclohexane-1,3,5-triyl)tris(oxy))tris(ethane-2,1-diyl)triacrylate